Cl.CC(C)N methylethan-1-amine hydrochloride